NC=1N2C(C=3N(C(N(C3N1)CCCC1=CC=C(C=C1)OC)=O)C)=NC(=N2)C=2OC=CC2 5-Amino-8-furan-2-yl-3-[3-(4-methoxy-phenyl)-propyl]-1-methyl-1,3-dihydro-[1,2,4]triazolo[5,1-i]purin-2-one